3-((2S)-2-hydroxy-3-(8-(naphthalen-2-ylsulfonyl)-1-oxa-8-azaspiro[4.5]decan-3-ylamino)propoxy)-N-(2-(2-oxopyrrolidin-1-yl)ethyl)benzenesulfonamide O[C@H](COC=1C=C(C=CC1)S(=O)(=O)NCCN1C(CCC1)=O)CNC1COC2(C1)CCN(CC2)S(=O)(=O)C2=CC1=CC=CC=C1C=C2